N-ethyl-N-[[6-[(trans)-2-(6-iodo-1-tetrahydropyran-2-yl-indazol-3-yl)vinyl]-3-Pyridyl]methyl]ethylamine C(C)N(CC=1C=NC(=CC1)\C=C\C1=NN(C2=CC(=CC=C12)I)C1OCCCC1)CC